BIS-ETHYlHEXYL HYDROXYMETHOXY BENZYLMALONATE C(C1=CC=CC=C1)C(C(=O)OC(CCCCC)(CC)CC)C(=O)OOCO